2-(2,6-dichlorophenoxy)-N-phenylacetamide ClC1=C(OCC(=O)NC2=CC=CC=C2)C(=CC=C1)Cl